1-ethyl-6-fluoro-4-oxo-7-(piperazin-1-yl)-1,4-dihydroquinoline-3-carboxylate C(C)N1C=C(C(C2=CC(=C(C=C12)N1CCNCC1)F)=O)C(=O)[O-]